COC1=CC=C(C2=C1N=C(S2)NC(CC2=CC=C(C=C2)S(=O)(=O)CC)=O)OC N-(4,7-Dimethoxy-benzothiazol-2-yl)-2-(4-ethanesulfonyl-phenyl)-acetamide